N,N-dimethylanilinium tetrakis(pentafluoro-phenyl)borate FC1=C(C(=C(C(=C1[B-](C1=C(C(=C(C(=C1F)F)F)F)F)(C1=C(C(=C(C(=C1F)F)F)F)F)C1=C(C(=C(C(=C1F)F)F)F)F)F)F)F)F.C[NH+](C1=CC=CC=C1)C